tert-butyl (2-(2-((2-(2,6-dioxopiperidin-3-yl)-1-oxoisoindolin-4-yl)amino)-2-oxoethoxy) ethyl)carbamate O=C1NC(CCC1N1C(C2=CC=CC(=C2C1)NC(COCCNC(OC(C)(C)C)=O)=O)=O)=O